(R)-3-(hydroxymethyl)-N-(5-(3-methyl-1,2,4-oxadiazol-5-yl)-2,3-dihydro-1H-inden-1-yl)benzamide OCC=1C=C(C(=O)N[C@@H]2CCC3=CC(=CC=C23)C2=NC(=NO2)C)C=CC1